3,9-dimethyl-3,4,7,16-tetraazatricyclo[12.3.1.02,6]Octadeca-1(18),2(6),4,14,16-pentaen-8-one CN1C=2C=3C=NC=C(CCCCC(C(NC2C=N1)=O)C)C3